octadecyl-[3-(3,5-di-tert-butyl-4-hydroxyphenyl) propionate] C(CCCCCCCCCCCCCCCCC)OC(CCC1=CC(=C(C(=C1)C(C)(C)C)O)C(C)(C)C)=O